(Z)-6-chloro-3-[(2-chloro-3-fluoropyridin-4-yl)methylene]-1,3-dihydro-2H-indol-2-one ClC1=CC=C2/C(/C(NC2=C1)=O)=C/C1=C(C(=NC=C1)Cl)F